6-(3-fluoro-5-triflyl-benzyl)-2-azaspiro[3.3]heptane FC=1C=C(CC2CC3(CNC3)C2)C=C(C1)S(=O)(=O)C(F)(F)F